Cl.FC(CCOC1=CC=CC(=N1)NC(C1=CC=CC=C1)=O)(F)F N-(6-(3,3,3-trifluoropropoxy)pyridin-2-yl)benzamide hydrochloride